C(=O)(C=C)C(=CC=C)[N+](=O)[O-] AcrylnitrylButadien